N1(CCCCC1)CCNC(=O)C=1N=CSC1 N-(2-(piperidin-1-yl)ethyl)thiazole-4-carboxamide